6-(4-(3-Phenyl-5H-imidazo[1,2-c]pyrido[3,4-e][1,3]oxazin-2-yl)benzyl)-2,6-diazaspiro[3.3]heptane-2-carbonitrile C1(=CC=CC=C1)C1=C(N=C2N1COC1=C2C=NC=C1)C1=CC=C(CN2CC3(CN(C3)C#N)C2)C=C1